C(C)SC=1C=C(C(=NC1C1=NC2=C(N=NC(=C2)C(F)(F)F)N1C)C)O 5-ethylsulfanyl-2-methyl-6-[7-methyl-3-(trifluoromethyl)imidazo[4,5-c]pyridazin-6-yl]pyridin-3-ol